C(=O)C=1C(=CC=C2C(=CC(OC12)=O)CCNC(OCC=C)=O)O Allyl (2-(8-formyl-7-hydroxy-2-oxo-2H-chromen-4-yl)ethyl)carbamate